O(C1=CC=CC=C1)C1=CC=C(C=C1)NC(=O)OC1CN(C1)C=1C(=C(C(=O)OC)C=CC1)N1C=CC=C1 Methyl 3-(3-(((4-phenoxyphenyl)carbamoyl)oxy) azetidin-1-yl)-2-(1H-pyrrol-1-yl)benzoate